COC1=CC=C(CCN(C=2SC3=C(N2)C=C(C=C3)C)CC3=CC=C(C=C3)C#CC(=O)O)C=C1 3-(4-(((4-methoxyphenethyl)(5-methylbenzo[d]thiazol-2-yl)amino)-methyl)phenyl)propiolic acid